ClC1=NC=C2C=CC(=NC2=C1)SC1CCC(CC1)NC(OC(C)(C)C)=O tert-butyl N-[(1s,4s)-4-[(7-chloro-1,6-naphthyridin-2-yl)sulfanyl]cyclohexyl]carbamate